CNC1CN(CCC1)C(=O)OCCCC butyl 3-(methylamino)piperidine-1-carboxylate